3-nitrobenzyl-amine hydrobromide Br.[N+](=O)([O-])C=1C=C(CN)C=CC1